3-((3-bromo-2-chlorophenyl)ethynyl)-1-methyl-1H-pyrazole BrC=1C(=C(C=CC1)C#CC1=NN(C=C1)C)Cl